ClC1=C(C(=CC(=C1)F)F)COC1=CC2=C([C@@]3(CCN([C@@H]3CC2)C(=O)C2CCN(CC2)C(C)=O)S(=O)(=O)C2=CC=C(C=C2)F)C=C1 1-{4-[(3aR,9bR)-7-[(2-chloro-4,6-difluorophenyl)methoxy]-9b-(4-fluorobenzenesulfonyl)-1H,2H,3H,3aH,4H,5H,9bH-benzo[e]indole-3-carbonyl]piperidin-1-yl}ethan-1-one